6-(4-bromobenzyl)-4,6-diazaspiro[2.4]heptane-4-en-7-one BrC1=CC=C(CN2C=NC3(CC3)C2=O)C=C1